(S,E)-N-(2-Bromobenzyl)-2-((3-(4-fluorophenyl)acryloyl)oxy)-N-(2-hydroxyethyl)ethan-1-amine oxide BrC1=C(C[N@@+](CCOC(\C=C\C2=CC=C(C=C2)F)=O)(CCO)[O-])C=CC=C1